FC(C1=C(C=CC(=C1)N)C1=CC(=C(N)C=C1)C(F)(F)F)(F)F 2,3'-bis(trifluoromethyl)benzidine